NC1=C(SC2=NC(=CC=C21)C)C(=O)N[C@@H]2CC=1C(=NC(=CC1)N1C[C@@]([C@@H](C1)N)(C)OC)OC2 3-amino-N-[(3R)-7-[(3R,4R)-4-amino-3-methoxy-3-methylpyrrolidin-1-yl]-2H,3H,4H-pyrano[2,3-b]pyridin-3-yl]-6-methylthieno[2,3-b]pyridine-2-carboxamide